ClC=1C(=CC(=C(C(=O)O)C1)NC1=C(C=C(C=C1)F)C(C)C)F 5-chloro-4-fluoro-2-((4-fluoro-2-isopropylphenyl)amino)benzoic acid